CC(CC(C(=O)OCC)N1C(C=CC(=C1)CN1CCOCC1)=O)C ethyl 4-methyl-2-(5-(morpholinomethyl)-2-oxopyridin-1(2H)-yl)pentanoate